32-Methyl-21-tetratetracontene CC(CCCCCCCCCC=CCCCCCCCCCCCCCCCCCCCC)CCCCCCCCCCCC